O=C1N(CC2=C(C=CC=C12)OCC1=CC=C(C=C1)C(F)(F)F)C1C(NC(CC1)=O)=O 3-(1-OXO-4-(4-(TRIFLUOROMETHYL)BENZYLOXY)ISOINDOLIN-2-YL)PIPERIDINE-2,6-DIONE